FC(N1N=C(N=C1C1=CC=CC=C1)C=1C=C2CN(C(C2=CC1)=O)C1C(NC(CC1)=O)=O)F 3-(5-(1-(difluoromethyl)-5-phenyl-1H-1,2,4-triazol-3-yl)-1-oxoisoindolin-2-yl)piperidine-2,6-dione